((1r,4r)-4-(cyanomethyl)cyclohexyl)(methyl)carbamic acid tert-butyl ester C(C)(C)(C)OC(N(C)C1CCC(CC1)CC#N)=O